NC1(CN(CCC1)C(=O)OC(C)(C)C)CCC1=CC(=CC=C1)C(F)(F)F tert-butyl 3-amino-3-[2-[3-(trifluoromethyl)phenyl]ethyl]piperidine-1-carboxylate